C1=CC=CC2=CC(=CC=C12)C(=O)Cl 6-naphthalic chloride